C(C1=C(C(=CC2=CC=CC=C12)C(=O)O)O)C1=C(C(=CC2=CC=CC=C12)C(=O)O)O.C(C1=CC=CC=C1)N(CC(C)O)CC(O)C=1C=NN(C1)CC1=CC=CC=C1 1-(benzyl-(2-(1-benzyl-1H-pyrazol-4-yl)-2-hydroxyethyl)amino)propan-2-ol 1,1'-methylene-bis-(2-hydroxy-3-naphthoate)